C(C1=CC=CC=C1)(C1=CC=CC=C1)C=1SC2=C(N1)C(=C(C=C2F)F)F 2-benzhydryl-4,5,7-trifluorobenzo[d]thiazole